ClC1=CC2=C(N(C(N=C2N2C[C@H](N(C[C@@H]2C)C(=O)OC(C)(C)C)C)=O)C=2C(=NC=NC2C(C)C)C(C)C)N=C1C1=C(C=CC(=C1)OC)C tert-butyl (2R,5S)-4-(6-chloro-1-(4,6-diisopropylpyrimidin-5-yl)-7-(5-methoxy-2-methylphenyl)-2-oxo-1,2-dihydropyrido[2,3-d]pyrimidin-4-yl)-2,5-dimethylpiperazine-1-carboxylate